(Z)-1-(2-fluoro-4-(1-(4-(trifluoromethoxy)phenyl)-1H-1,2,4-triazol-3-yl)phenyl)-3-(3-(2-(methoxymethyl)-5-methylphenyl)-4-oxothiazolidin-2-ylidene)urea FC1=C(C=CC(=C1)C1=NN(C=N1)C1=CC=C(C=C1)OC(F)(F)F)NC(=O)\N=C\1/SCC(N1C1=C(C=CC(=C1)C)COC)=O